BrC1=CC(=C(C=C1)C(O)([2H])[2H])OC(F)F [4-bromo-2-(difluoromethoxy)phenyl](2H2)methanol